perfluoro(2-methylene-4-ethyl-1,3-dioxolane) FC1(OC(OC1(F)F)=C(F)F)C(C(F)(F)F)(F)F